CC1=C(C=CC(=C1)C)B1OC(C)(C)C(C)(C)O1 2,4-dimethylbenzeneboronic acid pinacol ester